CS(=O)(=O)N1CCC(CC1)NC1=NC=C2C=CN=C(C2=C1)C(=O)O 7-((1-(methylsulfonyl)piperidin-4-yl)amino)-2,6-naphthyridine-1-carboxylic acid